C(C)C=1N=C(C2=C(N1)SC(=C2)C)NCCCC=2N=NN(C2)C2=CC=CC=C2 2-ethyl-6-methyl-N-(3-(1-phenyl-1H-1,2,3-triazol-4-yl)propyl)thieno[2,3-d]pyrimidin-4-amine